sec-Butylamin C(C)(CC)N